FC=1C=C(N)C=CC1OC1=CC(=NC=C1)C=1C=NN(C1)CCN1CCN(CC1)C 3-fluoro-4-((2-(1-(2-(4-methylpiperazin-1-yl)ethyl)-1H-pyrazol-4-yl)pyridin-4-yl)oxy)aniline